BrCCC1=CC=C(C(=O)NC2=NN(C3=CC=C(C=C23)CC2=CC(=CC(=C2)F)F)C(=O)OC(C)(C)C)C=C1 tert-butyl 3-[[4-(2-bromoethyl)benzoyl]amino]-5-[(3,5-difluorophenyl)methyl]indazole-1-carboxylate